(1R,2R,3aS,10aR)-5-chloro-1-{(1E,3ξ)-3-[1-(2,4-difluorophenyl)cyclobutyl]-3-hydroxy-1-propen-1-yl}-2-hydroxy-2,3,3a,9,10,10a-hexahydro-1H-benzo[b]cyclopenta[f]oxepin-6-carboxylic acid ClC1=C(C=CC2=C1O[C@@H]1[C@H](CC2)[C@H]([C@@H](C1)O)\C=C\C(O)C1(CCC1)C1=C(C=C(C=C1)F)F)C(=O)O